N1(N=NN=C1)C[C@H](C)OC=1C=C(C=CC1Cl)C=1C=NC(=NC1)NC=1C(=NN(C1)C1CCC(CC1)N1CCOCC1)OCCCOCC(F)F 5-(3-(((S)-1-(1H-tetrazol-1-yl)propan-2-yl)oxy)-4-chlorophenyl)-N-(3-(3-(2,2-difluoroethoxy)propoxy)-1-((1r,4r)-4-morpholinocyclohexyl)-1H-pyrazol-4-yl)pyrimidin-2-amine